8-cyclopropyl-N-[(4-methoxy-1H-benzimidazol-2-yl)methyl]-2-morpholino-pyrazolo[1,5-a][1,3,5]triazin-4-amine C1(CC1)C=1C=NN2C1N=C(N=C2NCC2=NC1=C(N2)C=CC=C1OC)N1CCOCC1